trans-3-(2,2-dimethyl-3-((3-(trifluoromethyl)pyridin-2-yl)oxy)propanamido)-4-methylpyrrolidine-1-carboxylic acid tert-butyl ester C(C)(C)(C)OC(=O)N1C[C@H]([C@@H](C1)C)NC(C(COC1=NC=CC=C1C(F)(F)F)(C)C)=O